[Si](C)(C)(C(C)(C)C)O[C@@H]1[C@H](CCC1)OCC1=NC=CC=N1 ((((1S,2S)-2-((tert-butyldimethylsilyl)oxy)cyclopentyl)oxy)methyl)pyrimidine